1-(6-chloro-7-isopropoxy-2-methoxyquinolin-3-yl)ethanone ClC=1C=C2C=C(C(=NC2=CC1OC(C)C)OC)C(C)=O